C(#N)C1=CC=C(C=N1)N1CCN(CC1)CC1=CC(=NC=C1)NC(=O)NCC 1-(4-((4-(6-cyanopyridin-3-yl)piperazin-1-yl)methyl)pyridin-2-yl)-3-ethylurea